S(OC1=CC=C(C=C1)OCC1=C(C=C(C=C1F)C1=CC(=NC=C1)OC)F)(=O)(=O)F 4-((2,6-difluoro-4-(2-methoxypyridin-4-yl)benzyl)oxy)phenyl sulfurofluoridate